C(C)(C)NC(=O)C1N(CCNC1)CC1=CC=NC=C1 N-isopropyl-1-(pyridin-4-ylmethyl)piperazine-2-carboxamide